FC(CN1N=C2C(N(C(N(C2)C2CCN(CC2)C2=C(C=CC=C2C)F)=O)CC2=C(C=CC=C2)C(F)(F)F)=C1)(C)F 2-(2,2-difluoro-propyl)-6-[1-(2-fluoro-6-methyl-phenyl)-piperidin-4-yl]-4-(2-trifluoromethyl-benzyl)-2,4,6,7-tetrahydro-pyrazolo[4,3-d]pyrimidin-5-one